[3-[2-(Dimethylazaniumyl)ethyl]-1H-indol-4-yl] hydrogen phosphate P(=O)(OC1=C2C(=CNC2=CC=C1)CC[NH+](C)C)(O)[O-]